N-(2-(3,6-diazabicyclo[3.2.0]hept-3-yl)-6-methylpyrimidin-4-yl)-1H-indazol-5-amine C12CN(CC2NC1)C1=NC(=CC(=N1)NC=1C=C2C=NNC2=CC1)C